C(C)(C)(C)OC(=O)N1C(CCCC1)OCCOCC1=CC=CC=C1 2-(2-(Benzyloxy)ethoxy)piperidine-1-carboxylic acid tert-butyl ester